ClC1=C(C=CC(=C1)OC1=CC=CC=2C=C(OC21)C)C(=O)C2=CNC=1N=CN=C(C12)N[C@H]1CO[C@@H](CC1)CO (2-chloro-4-((2-methylbenzofuran-7-yl)oxy)Phenyl)(4-(((3R,6S)-6-(hydroxymethyl)tetrahydro-2H-pyran-3-yl)amino)-7H-pyrrolo[2,3-d]pyrimidine-5-yl)methanone